C(C)(C)(C)OC(=O)N1CCC(CC1)(C#N)NC1=NC(=NC=C1N)Cl 4-((5-amino-2-chloropyrimidin-4-yl)amino)-4-cyanopiperidine-1-carboxylic acid tert-butyl ester